(1-(tert-butoxycarbonyl)-5-fluoro-1H-indol-2-yl)boronic acid C(C)(C)(C)OC(=O)N1C(=CC2=CC(=CC=C12)F)B(O)O